C(\C=C\C(=O)O)(=O)O.NCCC(C(C)C)N1CC2(C1)CN(CC2)C=2N=CN=NC2OC2=C(C(=O)N(C(C)C)CC)C=C(C=C2)F (-)-2-((5-(2-(1-Amino-4-methylpent-3-yl)-2,6-diazaspiro[3.4]oct-6-yl)-1,2,4-triazin-6-yl)oxy)-N-ethyl-5-fluoro-N-isopropylbenzamide fumarate